OC1=C(C=C(C=C1)NC(C)=O)C N-(4-hydroxy-3-methylphenyl)acetamide